OC1=CC=C(C=C1)C(=C(CC(=O)OC)C1=CC=CC=C1)C1=CC=CC=C1 methyl 4-(4-hydroxyphenyl)-3,4-diphenylbut-3-enoate